C(=C)[Sb](C=C)C=C trivinylantimony